Cl.C(C(C)C)SC=1C(=NC=CC1)CN (3-(Isobutylthio)pyridin-2-yl)methylamine hydrochloride